3'-(1,3-dioxolan-2-yl)-5,6-dihydro-[2,2'-bipyridine]-1(4H)-carboxylic acid tert-butyl ester C(C)(C)(C)OC(=O)N1C(=CCCC1)C1=NC=CC=C1C1OCCO1